C1(=CC(=CC(=C1)CNCC1=CNC2=CC=CC=C12)CNCC1=CNC2=CC=CC=C12)C1=CC(=CC(=C1)CNCC1=CNC2=CC=CC=C12)CNCC1=CNC2=CC=CC=C12 1,1',1'',1'''-([1,1'-biphenyl]-3,3',5,5'-tetrayl)tetrakis(N-((1H-indol-3-yl)methyl)methanamine)